FC1=C2C(N(C(=NC2=CC=C1F)[C@@H]1NCCC1)C1=CC=C(C=C1)OC)=O (R)-5,6-difluoro-3-(4-methoxyphenyl)-2-(pyrrolidin-2-yl)quinazolin-4(3H)-one